5-bromo-3-(diethoxyphosphorylmethyl)-2-methoxy-pyridine BrC=1C=C(C(=NC1)OC)CP(=O)(OCC)OCC